FCCOCCOC1=C(C=CC2=NC=CC=C2NC)C=CC=C1 2-(2-(2-(2-fluoroethoxy)ethoxy)styryl)-N-methylpyridine-3-amine